(E)-3-Amino-8-(3-(1-(methoxyimino)ethyl)phenyl)-N-propylimidazo[1,2-a]pyridine-2-carboxamide NC1=C(N=C2N1C=CC=C2C2=CC(=CC=C2)/C(/C)=N/OC)C(=O)NCCC